3-cyclohexene-1-carboxylic acid hydrazide C1(CC=CCC1)C(=O)NN